2-(9H-Fluoren-9-yl)-propionic acid ethyl ester C(C)OC(C(C)C1C2=CC=CC=C2C=2C=CC=CC12)=O